3-(3-chloro-5-(trifluoromethyl)pyridin-2-yl)-6-fluoro-2-oxo-2,3-dihydrobenzothiazol ClC=1C(=NC=C(C1)C(F)(F)F)N1C(SC2=C1C=CC(=C2)F)=O